2-ethyl-hexenol C(C)C(=CO)CCCC